Cl.N1C(=NC=C1)C1=C2CCO[C@@H](C2=CC=C1)CN (S)-(5-(1H-Imidazol-2-yl)isochroman-1-yl)methanamine hydrochloride salt